FC1=C(C=CC(=C1)F)SCC(=O)N1CC2=CC=CC=C2C(C1)C=1C=NN(C1C)C 2-(2,4-difluorophenyl)sulfanyl-1-[4-(1,5-dimethylpyrazol-4-yl)-3,4-dihydro-1H-isoquinolin-2-yl]ethanone